N-(2-((2,5-dichloropyrimidin-4-yl)oxy)phenyl)cyclopropanecarboxamide ClC1=NC=C(C(=N1)OC1=C(C=CC=C1)NC(=O)C1CC1)Cl